3-(benzo[d][1,3]dioxol-5-yl)-7-((S)-1-hydroxypropan-2-yl)-1-(1H-indol-3-yl)-6,7-dihydro-3H-oxazolo[3,4-a]pyrazine-5,8-dione O1COC2=C1C=CC(=C2)C2OC(=C1N2C(CN(C1=O)[C@H](CO)C)=O)C1=CNC2=CC=CC=C12